1-(5-Nitrothiophen-2-yl)ethan-1-ol [N+](=O)([O-])C1=CC=C(S1)C(C)O